C(=O)C1=CC=C(C=C1)C1=CC=CC=C1 4'-formyl[1,1'-biphenyl]